Heptane Hydrogen chloride Cl.CCCCCCC